1-(3,4-methylenedioxyphenyl)-4-(4-methylbenzoyl)piperazine-2,5-dione C1OC=2C=C(C=CC2O1)N1C(CN(C(C1)=O)C(C1=CC=C(C=C1)C)=O)=O